COC(=O)C1=CC2=CN(N=C2C=C1OC(C)C)C1CCOCC1 6-isopropoxy-2-(tetrahydro-2H-pyran-4-yl)-2H-indazole-5-carboxylic acid methyl ester